N-allyl-N-(6-chlorohexynyl)p-cyanobenzenesulfonamide C(C=C)N(S(=O)(=O)C1=CC=C(C=C1)C#N)C#CCCCCCl